N-(3-chloro-2-fluorophenyl)-7-((3-methoxy-1-methylpyrrolidin-3-yl)ethynyl)-6-nitroquinazolin-4-amine ClC=1C(=C(C=CC1)NC1=NC=NC2=CC(=C(C=C12)[N+](=O)[O-])C#CC1(CN(CC1)C)OC)F